3-chloro-6-fluoro-5-(4-((1R,5S)-3-methyl-3-azabicyclo[3.1.0]hexan-1-yl)phenyl)pyridin-2-amine ClC=1C(=NC(=C(C1)C1=CC=C(C=C1)[C@@]12CN(C[C@H]2C1)C)F)N